1-ethyl-3-((S)-1,1,1,5,5,5-hexafluoropentan-2-yl)-1-((R)-1-(6-methoxy-5-(8-methoxyimidazo[1,2-a]pyrazin-6-yl)pyridin-3-yl)ethyl)urea C(C)N(C(=O)N[C@H](C(F)(F)F)CCC(F)(F)F)[C@H](C)C=1C=NC(=C(C1)C=1N=C(C=2N(C1)C=CN2)OC)OC